N1C(COCC1)CNC(C)=O N-(morpholin-3-ylmethyl)acetamide